COC(COC1=C(C=C(C=C1)OC\C=C(/C1=CC=C(C=C1)I)\C1=CC=C(C=C1)SC1CC1)C)=O.NC1=NC(=NC(=C1)OC)OC 4-amino-2,6-dimethoxypyrimidine methyl-(Z)-[4-[3-(4-cyclopropylsulfanylphenyl)-3-(4-iodophenyl)allyloxy]-2-methylphenoxy]acetate